ClC1=CC(=CC(=N1)[C@](CNC(=O)C1=NOC(=C1)C1=C(C=C(C=C1)F)F)(C)C=1C=NN(C1)C)OC N-[(2R)-2-(6-chloro-4-methoxypyridin-2-yl)-2-(1-methylpyrazol-4-yl)propyl]-5-(2,4-difluorophenyl)isoxazole-3-carboxamide